6-bromo-1,5-dimethyl-1H-indazole BrC1=C(C=C2C=NN(C2=C1)C)C